C(C)OCOC1=C(C=CC(=C1F)C)C1=NN=C(C=2CCCCC12)NC1CN(CCC1)C 4-(2-(ethoxymethoxy)-3-fluoro-4-methylphenyl)-N-(1-methylpiperidin-3-yl)-5,6,7,8-tetrahydrophthalazin-1-amine